3-(4-((4-(4-amino-3-(4-phenoxyphenyl)-1H-pyrazolo[3,4-d]pyrimidin-1-yl)piperidin-1-yl)methyl)-5-fluoropyridin-3-yl)piperidine-2,6-dione NC1=C2C(=NC=N1)N(N=C2C2=CC=C(C=C2)OC2=CC=CC=C2)C2CCN(CC2)CC2=C(C=NC=C2F)C2C(NC(CC2)=O)=O